C(C)(C)(C)C1=CN=C(S1)C1CC(CC1)C1=CC(=NN1)NC1=CC2=C(NS(C2)(=O)=O)C=C1 5-((5-(3-(5-(tert-butyl)thiazol-2-yl)cyclopentyl)-1H-pyrazol-3-yl)amino)-1,3-dihydrobenzo[c]isothiazole 2,2-dioxide